2,4-dinitrocresol [N+](=O)([O-])C1(CC(=CC=C1O)[N+](=O)[O-])C